Calcium gluconate monohydrate O.O=C([C@H](O)[C@@H](O)[C@H](O)[C@H](O)CO)[O-].[Ca+2].O=C([C@H](O)[C@@H](O)[C@H](O)[C@H](O)CO)[O-]